NC=1C=C(C=C(C1)C(F)(F)F)[C@@H](C)NC1=NC(N(C2=CC(=C(C=C12)OC)OC)C)=O (R)-4-((1-(3-amino-5-trifluoromethylphenyl)ethyl)amino)-6,7-dimethoxy-1-methyl-quinazolin-2(1H)-one